6,8-dibromo-1,2,3,4-tetrahydroquinolin-7-amine BrC=1C=C2CCCNC2=C(C1N)Br